CCCCCCCC(=O)C1=CC=CC=C1 n-Octanophenone